1-(5-fluoro-2-methoxypyridin-3-yl)but-3-en-1-ylamine hydrochloride Cl.FC=1C=C(C(=NC1)OC)C(CC=C)N